NC1=CC=C(C=N1)[C@@H]1N(C[C@H](CC1)C)C(C(=O)NC=1C=C(C=NC1)C(=O)N)=O |r| rac-5-{2-[(2R,5S)-2-(6-aminopyridin-3-yl)-5-methylpiperidin-1-yl]-2-oxoacetamido}pyridine-3-carboxamide